ClC=1C=C(C=CC1C(=O)N1CCN(CC1)C(=O)C1CC[N+](CC1)(C)C)NC(=O)C=1N(C(=CN1)C=1C(=NN(C1)C1=NC=C(C=C1)OC)C(F)(F)F)C N-[3-Chloro-4-[4-(1,1-dimethyl-piperidin-1-ium-4-carbonyl)piperazine-1-carbonyl]phenyl]-5-[1-(5-methoxy-2-pyridyl)-3-(trifluoromethyl)pyrazol-4-yl]-1-methyl-imidazole-2-carboxamide